C(C1=CC=CC=C1)OC=1C=C(C=CC1)CC(C)P(OCC)(OCC)=O diethyl (1-(3-(benzyloxy)phenyl)propan-2-yl)phosphonate